2-amino-N-cyclohexyl-2-methylpropaneAmide NC(C(=O)NC1CCCCC1)(C)C